C(#N)C1(CC1)NS(=O)(=O)C=1C=C(C=2N(C1)C(=NC2)C=2SC(=NN2)C(F)F)C=2C=NC(=CC2)OC N-(1-cyanocyclopropyl)-3-(5-(difluoromethyl)-1,3,4-thiadiazol-2-yl)-8-(6-methoxypyridin-3-yl)imidazo[1,5-a]pyridine-6-sulfonamide